tert-butyl(2-fluoro-4-formylphenyl)carbamate C(C)(C)(C)OC(NC1=C(C=C(C=C1)C=O)F)=O